tert-butyl-6-(2-bromoethyl)-2-azaspiro[3.3]heptane-2-carboxylate C(C)(C)(C)OC(=O)N1CC2(C1)CC(C2)CCBr